((4r,5s,7r,8r,9s,10r)-8,10-dihydroxy-7-(hydroxymethyl)-9-(4-(3,4,5-trifluorophenyl)-1H-1,2,3-triazol-1-yl)-1,6-dioxaspiro[4.5]dec-4-yl)-2-(4-phenoxyphenyl)acetamide O[C@H]1[C@H](O[C@@]2([C@H](CCO2)C(C(=O)N)C2=CC=C(C=C2)OC2=CC=CC=C2)[C@@H]([C@H]1N1N=NC(=C1)C1=CC(=C(C(=C1)F)F)F)O)CO